S(=O)(=O)(ON1[C@@H]2CC[C@H](N(C1=O)C2)C(NS(=O)(=O)C=2C=NC=CC2)=N)O (2S,5R)-7-oxo-2-(N-(pyridin-3-ylsulfonyl) carbamimidoyl)-1,6-diazabicyclo[3.2.1]octan-6-yl hydrogen sulfate